1-(4-(4-(hydroxyimino)-4,5,6,7-tetrahydrobenzo[d]thiazol-2-yl)piperidin-1-yl)-2-(5-methyl-3-trifluoromethyl-1H-pyrazol-1-yl)ethan-1-one ON=C1CCCC2=C1N=C(S2)C2CCN(CC2)C(CN2N=C(C=C2C)C(F)(F)F)=O